(S)-piperidinol N1(CCCCC1)O